NC1=C(C=C(C2=CC=CC=C12)S(=O)(=O)O)N=NC=1C=NC(=CC1)C1=CC=C(C=C1)CCCC 4-amino-3-[6-(4-butylphenyl)pyridine-3-ylazo]naphthalene-1-sulfonic acid